FC1=CC(=C(C=C1C=1C=NC(=NC1)N1CCOCC1)NC(=O)C1=CNC(C=C1C(F)(F)F)=O)N1C[C@H]2[C@@H](C1)CCN2CCC N-[4-fluoro-5-(2-morpholin-4-ylpyrimidin-5-yl)-2-[(3aR,6aR)-1-propyl-2,3,3a,4,6,6a-hexahydropyrrolo[2,3-c]pyrrol-5-yl]phenyl]-6-oxo-4-(trifluoromethyl)-1H-pyridine-3-carboxamide